4,5-dihydro-4,4-dimethyl-2-(methylthio)oxazole trifluoromethanesulfonic acid salt FC(S(=O)(=O)O)(F)F.CC1(N=C(OC1)SC)C